ClC=1C=NN(C1)C1=C(C=C(C=C1)NC(CC1=C(C=CC=C1)[N+](=O)[O-])=O)S(N)(=O)=O N-[4-(4-chloro-1H-pyrazol-1-yl)-3-sulfamoylphenyl]-2-(2-nitrophenyl)acetamide